3-amino-N-(2-{4-[(2E)-3-(2-tert-butyl-1,3-thiazol-5-yl)prop-2-enoyl]-1,4-diazepan-1-yl}ethyl)pyrazine-2-carboxamide NC=1C(=NC=CN1)C(=O)NCCN1CCN(CCC1)C(\C=C\C1=CN=C(S1)C(C)(C)C)=O